1-isopropylpyrazole-4-carboxamide C(C)(C)N1N=CC(=C1)C(=O)N